FC(C(=O)O)(F)F.ClC1=C(C#N)C=CC(=C1)N1C(N(C(C1=O)(C)C)C1=CC=C(C=C1)N1CCC(CC1)CN1CCNCC1)=S 2-chloro-4-(4,4-dimethyl-5-oxo-3-(4-(4-(piperazin-1-ylmethyl)piperidin-1-yl)phenyl)-2-thioxoimidazolidin-1-yl)benzonitrile trifluoroacetate